ClC=1C=C(C(=NC1[C@@]1(CC(CC1)(F)F)C)C)C=1NC=2C=CN=C(C2C(C1)=O)C(=O)N (S)-2-(5-chloro-6-(3,3-difluoro-1-methylcyclopentyl)-2-methylpyridin-3-yl)-4-oxo-1,4-dihydro-1,6-naphthyridine-5-carboxamide